C(C)(=O)O[C@H]([C@@H](CN=[N+]=[N-])OC(C)=O)[C@@H]1O[C@@](C[C@@H]([C@H]1NC(COC(C)=O)=O)OC(C)=O)(OCC1=CC=C(C=C1)OCC#C)C(=O)OC (1R,2R)-1-((2R,3R,4S,6R)-4-acetoxy-3-(2-acetoxyacetamido)-6-(methoxycarbonyl)-6-((4-(prop-2-yn-1-yloxy)benzyl)oxy)tetrahydro-2H-pyran-2-yl)-3-azidopropane-1,2-diyl diacetate